(1S,2R)-1-(2-methoxy-5-methylphenyl)-N-(2-methylquinoline-5-sulfonyl)-2-[6-(propan-2-yl)pyridin-3-yl]cyclopropane-1-carboxamide COC1=C(C=C(C=C1)C)[C@]1([C@H](C1)C=1C=NC(=CC1)C(C)C)C(=O)NS(=O)(=O)C=1C=2C=CC(=NC2C=CC1)C